vinyl-pyrrole C(=C)C=1NC=CC1